FC(C(=O)O)(F)F.BrC1=C(SC=2C1=NC(=CC2NCC=2SC=CC2)Cl)[C@H]2[C@@H](CCCC2)NC 3-bromo-5-chloro-2-((1R,2R)-2-(methylamino)cyclohexyl)-N-(thiophen-2-ylmethyl)thieno[3,2-b]pyridin-7-amine trifluoroacetate